NC=1N=C(C2=CC=CC=C2C1)C1=C(C=C2C(=NC(=NC2=C1F)OC[C@H]1N(CCC1)C)N1[C@H](CN(CC1)C(C=C)=O)C)Cl 1-((S)-4-((R)-7-(3-Aminoisoquinolin-1-yl)-6-chloro-8-fluoro-2-(((S)-1-methylpyrrolidin-2-yl)methoxy)quinazolin-4-yl)-3-methylpiperazin-1-yl)prop-2-en-1-one